FC=1C=CC2=C(C(NCC3(CN(CC3)C(=O)OCC3=CC=CC=C3)O2)=O)C1 benzyl 7-fluoro-5-oxo-4,5-dihydro-3H-spiro[benzo[f][1,4]oxazepine-2,3'-pyrrolidine]-1'-carboxylate